C1(CC1)C1=C(NC2=CC(=CC=C2)C2=NN=NN2CCCC(C)C)C=CC(=C1)OCC1=NC=CC=C1 2-Cyclopropyl-N-{3-[1-(4-methylpentyl)-1H-1,2,3,4-tetrazol-5-yl]phenyl}-4-[(pyridin-2-yl)methoxy]aniline